(R)-2-(6-heptenyl)glycine C(CCCCC=C)[C@@H](N)C(=O)O